CN(CCC1=CC=C(C=C1)C=1CC[C@@H](CN1)C)C |r| N,N-Dimethyl-2-[4-[rac-(3S)-3-methyl-2,3,4,5-tetrahydropyridin-6-yl]phenyl]ethanamine